O1C(OCC1)C1=C(C(=CC=C1O)F)C1=NN(C(=C1)C(=O)OC)C methyl 3-(2-(1,3-dioxolan-2-yl)-6-fluoro-3-hydroxyphenyl)-1-methyl-1H-pyrazole-5-carboxylate